(R)-4-((dimethylamino)methyl)-2-fluoro-N'-(1,2,3,5,6,7-hexahydro-s-indacen-4-ylcarbamoyl)benzenesulfonimidamide CN(C)CC1=CC(=C(C=C1)[S@@](=O)(N)=NC(NC1=C2CCCC2=CC=2CCCC12)=O)F